N-serinylglycylglycine N[C@@H](CO)C(=O)NCC(=O)NCC(=O)O